N[C@@H]1[C@H](CCCC1(F)F)C(=O)N1CCN(CC1)C(C)C [(1S,2R)-2-Amino-3,3-difluorocyclohexyl][4-(propan-2-yl)piperazin-1-yl]methanone